[Cl-].C(C1CO1)[N+](CCCC)(CCCC)CCP(=O)(OOCC)OOCC N-glycidyl-N-(2-(diethoxyphosphono)ethyl)-N,N-dibutylammonium chloride